BrCC(CO)(C)C 3-Bromo-2,2-dimethyl-propan-1-ol